C(C)P(=O)(CC)C1=C(C=CC=C1)NC1=NC(=NC=C1C(F)(F)F)NC1=CC=C(C(=O)NOCC(C)C)C=C1 4-((4-((2-(Diethylphosphoryl)phenyl)amino)-5-(trifluoromethyl)pyrimidin-2-yl)amino)-N-isobutoxybenzamide